2-(4-(6-((3,5-difluoropyridin-2-yl)methoxy)pyridin-2-yl)-2,5-difluorobenzyl)-1-(2-methoxyethyl)-1H-benzo[d]imidazole-6-carboxylic acid FC=1C(=NC=C(C1)F)COC1=CC=CC(=N1)C1=CC(=C(CC2=NC3=C(N2CCOC)C=C(C=C3)C(=O)O)C=C1F)F